N-[(3S)-5-methyl-7-(3-methyl-3-oxidanyl-but-1-ynyl)-4-oxidanylidene-2,3-dihydro-1,5-benzoxazepin-3-yl]-5-(phenylmethyl)-1H-1,2,4-triazole-3-carboxamide CN1C([C@H](COC2=C1C=C(C=C2)C#CC(C)(O)C)NC(=O)C2=NNC(=N2)CC2=CC=CC=C2)=O